N-[1-(6-amino-2-pyridyl)ethyl]-5-[4-(trifluoromethyl)phenoxy]naphthalene-2-carboxamide NC1=CC=CC(=N1)C(C)NC(=O)C1=CC2=CC=CC(=C2C=C1)OC1=CC=C(C=C1)C(F)(F)F